FC(C1=CC2=C(NN=C2C=C1)C=O)(F)F 5-(trifluoromethyl)-2H-indazole-3-carbaldehyde